NC1=C(CN2C=3C=CC=CC3C2=O)C=CC=C1 N-(2-aminobenzyl)-7-azabicyclo[4.2.0]octa-1(6),2,4-trien-8-one